phenyl ((2R)-5-((tert-butyldimethylsilyl)oxy)-1-((2S,4R)-2-(((S)-1-(4-ethynylphenyl)ethyl)carbamoyl)-4-hydroxypyrrolidin-1-yl)-3,3-dimethyl-1-oxohexan-2-yl)carbamate [Si](C)(C)(C(C)(C)C)OC(CC([C@H](C(=O)N1[C@@H](C[C@H](C1)O)C(N[C@@H](C)C1=CC=C(C=C1)C#C)=O)NC(OC1=CC=CC=C1)=O)(C)C)C